C12OCC(C1)(C2)C2=NC(=CC(C2)=O)C (2-oxabicyclo[2.1.1]hex-4-yl)-6-methylpyridin-4(3H)-one